ClC=1C=C2C=NC(=NC2=C(C1)F)C 6-chloro-8-fluoro-2-methylquinazolin